NC1=NC=C(C(=C1CNCC(=O)OC(C)C)C)F isopropyl 2-{[(2-amino-5-fluoro-4-methylpyridin-3-yl)methyl]amino}acetate